2-(9-((1R,3s,5S)-9-azabicyclo[3.3.1]nonan-3-yl)-5-methyl-6,7,8,9-tetrahydro-5H-pyridazino[3,4-b][1,4]diazepin-3-yl)-5-(1-methyl-1H-pyrazol-4-yl)phenol [C@H]12CC(C[C@H](CCC1)N2)N2C1=C(N(CCC2)C)C=C(N=N1)C1=C(C=C(C=C1)C=1C=NN(C1)C)O